BrC(C(=O)OCCO)(CBr)C hydroxyethyl 2,3-dibromo-2-methylpropionate